2,5-dimethoxy-4-bromoamphetamine COC1=C(CC(N)C)C=C(C(=C1)Br)OC